FC1(CCN(CC1)C1=NC(=CC(=N1)N)C)F 2-(4,4-difluorohexahydropyridin-1-yl)-6-methylpyrimidin-4-amine